The molecule is a steroid sulfate oxoanion obtained by deprotonation of the sulfo group of 17beta-estradiol 3-sulfate; major species at pH 7.3. It is a conjugate base of a 17beta-estradiol 3-sulfate. C[C@]12CC[C@H]3[C@H]([C@@H]1CC[C@@H]2O)CCC4=C3C=CC(=C4)OS(=O)(=O)[O-]